N-(2-((tert-Butyldimethylsilyl)oxy)ethyl)-2-methoxyaniline [Si](C)(C)(C(C)(C)C)OCCNC1=C(C=CC=C1)OC